F[C@H]1C[C@H](N2N=C(N=C21)C(CC)=C)C2=CC=CC=C2 (5s,7s)-7-fluoro-2-(1-methylenepropyl)-5-phenyl-6,7-dihydro-5H-pyrrolo[1,2-b][1,2,4]triazole